C1(CC1)COC1=CC=C(CCNC(\C=C\C2=CC(=C(C=C2)O)O)=O)C=C1 (E)-N-(4-(cyclopropylmethoxy)phenethyl)-3-(3,4-dihydroxyphenyl)acrylamide